N-(2-chloro-4-(trifluoromethyl)phenyl)-2-(6-ethyl-7-(4-(5-hydroxy-6-methylpyrimidine-4-carbonyl)piperazin-1-yl)-2-(2-methoxypyridin-4-yl)-8-oxopyrido[2,3-b]pyrazin-5(8H)-yl)acetamide ClC1=C(C=CC(=C1)C(F)(F)F)NC(CN1C(=C(C(C=2C1=NC=C(N2)C2=CC(=NC=C2)OC)=O)N2CCN(CC2)C(=O)C2=NC=NC(=C2O)C)CC)=O